(rac)-(2r,4s)-2-((3r,4r)-4-(4-(tert-butyl)phenyl)-3-methylpiperidin-1-carbonyl)-5-azaspiro[3.4]octan-6-one C(C)(C)(C)C1=CC=C(C=C1)[C@H]1[C@H](CN(CC1)C(=O)C1CC2(C1)NC(CC2)=O)C |r|